heptylglyceryl ether C(CCCCCC)OCC(O)CO